ClC1=C(C(=O)C2=CNC=3N=CN=C(C32)NC3CCN(CC3)C(CCCCN3CCN(CC3)C=3C=C2CN(C(C2=CC3)=O)[C@@H]3C(NC(CC3)=O)=O)=O)C=CC(=C1)OC1=CC=CC=C1 (S)-3-(5-(4-(5-(4-((5-(2-chloro-4-phenoxybenzoyl)-7H-pyrrolo[2,3-d]pyrimidin-4-yl)amino)piperidin-1-yl)-5-oxopentyl)piperazin-1-yl)-1-oxoisoindolin-2-yl)piperidine-2,6-dione